2-(1-benzyl-5-(trifluoromethoxy)-1H-indol-3-yl)-2-oxoacetyl Chloride C(C1=CC=CC=C1)N1C=C(C2=CC(=CC=C12)OC(F)(F)F)C(C(=O)Cl)=O